(1S,3S,5S)-5-methyl-2-[2-(1-oxo-6-phenoxy-3H-isoindol-2-yl)acetyl]-2-azabicyclo[3.1.0]hexane-3-carboxylic acid benzyl ester C(C1=CC=CC=C1)OC(=O)[C@H]1N([C@H]2C[C@]2(C1)C)C(CN1C(C2=CC(=CC=C2C1)OC1=CC=CC=C1)=O)=O